L-prolyl-L-glutamyl-L-alanyl-L-asparaginyl-L-lysyl-L-valyl-glycyl-amine N1[C@@H](CCC1)C(=O)N[C@@H](CCC(=O)O)C(=O)N[C@@H](C)C(=O)N[C@@H](CC(N)=O)C(=O)N[C@@H](CCCCN)C(=O)N[C@@H](C(C)C)C(=O)NCC(=O)N